NC=1N=NC(=CC1C=1CCN(CC1)C(=O)OC(C)(C)C)C1=C(C=CC=C1)O tert-butyl 4-[3-amino-6-(2-hydroxyphenyl)pyridazin-4-yl]-3,6-dihydro-2H-pyridine-1-carboxylate